BrC=1C(=NC(=NC1)NC1=C(C=C(C(=C1)OC)N1CCC(CC1)N(C)C)OC)NC1=C(C=C(C=C1)F)C(C)(C)O 2-(2-((5-Bromo-2-((4-(4-(dimethylamino)piperidin-1-yl)-2,5-dimethoxyphenyl)amino)pyrimidine-4-yl)amino)-5-fluorophenyl)propan-2-ol